N1-(4-amino-1,3-dihydrofuro[3,4-c]pyridin-7-yl)-N2-(1-(pyridin-4-yl)ethyl)-N2-((5-(trifluoromethyl)pyridin-2-yl)methyl)oxalamide NC1=NC=C(C2=C1COC2)NC(C(=O)N(CC2=NC=C(C=C2)C(F)(F)F)C(C)C2=CC=NC=C2)=O